4-(1-tert-butoxycarbonyl-4-piperidyl)-6-chloro-7-fluoro-1H-indole-2-carboxylic acid C(C)(C)(C)OC(=O)N1CCC(CC1)C1=C2C=C(NC2=C(C(=C1)Cl)F)C(=O)O